N-benzylpiperidinedicarboximide C(C1=CC=CC=C1)N1C(=O)N2CCCCC2C1=O